C[C@@H]1N2[C@H](C[C@@H]3[C@H](CCC[C@@H]13)[C@@H](C(F)(F)F)O)COC2=O (5S,5aR,9S,9aS,10aR)-5-methyl-9-[(1S)-2,2,2-trifluoro-1-hydroxy-ethyl]-1,5,5a,6,7,8,9,9a,10,10a-decahydrooxazolo[3,4-b]isoquinolin-3-one